NC1=NC=CC=C1C1=NC=2C(=NC(=CC2)C=2C(=NOC2)C)N1C1=CC=C(CN2CCC(CC2)NC2=NC(=NC=C2)C#N)C=C1 4-((1-(4-(2-(2-Aminopyridin-3-yl)-5-(3-methylisoxazol-4-yl)-3H-imidazo[4,5-b]pyridin-3-yl)benzyl)piperidin-4-yl)amino)pyrimidine-2-carbonitrile